N-(5-methoxy-1,3,4-thiadiazol-2-yl)-6-methyl-4-(tetrazolo(1,5-a)pyridin-8-yl)nicotinamide COC1=NN=C(S1)NC(C1=CN=C(C=C1C=1C=2N(C=CC1)N=NN2)C)=O